6-(benzyloxy)pyridin-3-ol C(C1=CC=CC=C1)OC1=CC=C(C=N1)O